C1(CC1)C#C[C@@]1(NC(NC2=CC(=C(C=C12)F)CN1C(NCC1=O)=O)=O)C(F)(F)F (S)-3-((4-(cyclopropylethynyl)-6-fluoro-2-oxo-4-(trifluoromethyl)-1,2,3,4-tetrahydroquinazolin-7-yl)methyl)imidazolidine-2,4-dione